CC1=C(C=NC=C1)C(=O)OC methyl 4-methyl-3-pyridinecarboxylate